5-(5-(3-cyclopropyl-1-(2,4-dioxo-3,4-dihydropyrimidin-1(2H)-yl)-2-fluorophenylcarbamoyl)-3-(trifluoromethyl)-1H-pyrazol-1-yl)benzyl-carbamic tert-butyl ester C(C)(C)(C)OC(NCC1=CC=CC(=C1)N1N=C(C=C1C(NC1(C(C(=CC=C1)C1CC1)F)N1C(NC(C=C1)=O)=O)=O)C(F)(F)F)=O